1,7-heptanediol dimethacrylate C(C(=C)C)(=O)OCCCCCCCOC(C(=C)C)=O